[Cl].C(CCCCCCCCC\C=C/CCCC)=O Z-11-hexadecen-1-al chlorine